tert-butyl (S)-pyrrolidine-3-carboxylate N1C[C@H](CC1)C(=O)OC(C)(C)C